2-chloro-N-(1-(2-fluorophenyl)-2-oxocyclohexyl)acetamide ClCC(=O)NC1(C(CCCC1)=O)C1=C(C=CC=C1)F